(S,E)-5-cyclopropyl-3-((3-(2-(2-(4-(dimethylamino)-N-methylbut-2-enamido)propanamido)ethyl)-5-methoxyphenyl)amino)-6-ethylpyrazine-2-carboxamide C1(CC1)C=1N=C(C(=NC1CC)C(=O)N)NC1=CC(=CC(=C1)OC)CCNC([C@H](C)N(C(\C=C\CN(C)C)=O)C)=O